1-phenylamino-3,5-dimercaptotriazine C1(=CC=CC=C1)NN1NN(CC(=C1)S)S